CO[C@H]1C[C@H]2CC(CN2C1)=C (2S,7aR)-2-methoxy-6-methylenetetrahydro-1H-pyrrolizine